(S)-4-(((S)-3-fluoro-2-methoxypropyl)(4-(5,6,7,8-tetrahydro-1,8-naphthyridin-2-yl)butyl)amino)-2-(1-(4-(trifluoromethyl)pyrimidin-5-yl)cyclopropane-1-carboxamido)butanoic acid FC[C@H](CN(CC[C@@H](C(=O)O)NC(=O)C1(CC1)C=1C(=NC=NC1)C(F)(F)F)CCCCC1=NC=2NCCCC2C=C1)OC